3-methyl-pyridin CC=1C=NC=CC1